O=C1NC(CCC1N1C(C2=CC=CC(=C2C1=O)OCC1CCN(CC1)C(=O)OC(C)(C)C)=O)=O tert-Butyl 4-[[2-(2,6-dioxo-3-piperidyl)-1,3-dioxo-isoindolin-4-yl]oxymethyl]piperidine-1-carboxylate